2-cyclopentyl-N-(4-fluoro-3-methylphenyl)-5-(2-((2-hydroxy-2-methylpropyl)amino)-2-oxoacetyl)-1,4-dimethyl-1H-pyrrole-3-carboxamide C1(CCCC1)C=1N(C(=C(C1C(=O)NC1=CC(=C(C=C1)F)C)C)C(C(=O)NCC(C)(C)O)=O)C